(4-(3,6-diphenyl-9H-carbazol-9-yl)phenyl)boronic acid C1(=CC=CC=C1)C=1C=CC=2N(C3=CC=C(C=C3C2C1)C1=CC=CC=C1)C1=CC=C(C=C1)B(O)O